N-(9-azabicyclo[3.3.1]non-3-yl)-6-(7-fluoro-2-methyl-2H-indazol-5-yl)-N-methyl-[1,3]thiazolo[4,5-c]pyridin-2-amine C12CC(CC(CCC1)N2)N(C=2SC1=C(C=NC(=C1)C1=CC3=CN(N=C3C(=C1)F)C)N2)C